2-(ethylthio)-3-(5-(2,2,3,3,3-pentafluoropropoxy)pyrazin-2-yl)pyrazolo[1,5-a]pyrimidine C(C)SC1=NN2C(N=CC=C2)=C1C1=NC=C(N=C1)OCC(C(F)(F)F)(F)F